2-[2-(2-oxopyrrolidin-1-yl)ethyl]-6-(4,4,5,5-tetramethyl-1,3,2-dioxaborolan-2-yl)-2,3-dihydro-1H-isoindol-1-one O=C1N(CCC1)CCN1C(C2=CC(=CC=C2C1)B1OC(C(O1)(C)C)(C)C)=O